(3R,4R)-3-(3-bromo-2-methylbenzamido)-4-hydroxypiperidine-1-carboxylic acid phenylmethyl ester C1(=CC=CC=C1)COC(=O)N1C[C@H]([C@@H](CC1)O)NC(C1=C(C(=CC=C1)Br)C)=O